1,1,5,5-tetrachloro-1,3,5-trisilapentane Cl[SiH](C[SiH2]C[SiH](Cl)Cl)Cl